COC(/C=C/C1=CC=C(C=C1)N1C(N2[C@@H](CN(CC2)C(=O)OC(C)(C)C)C1)=O)=O (R,E)-tert-Butyl 2-(4-(3-methoxy-3-oxoprop-1-en-1-yl)phenyl)-3-oxohexahydroimidazo[1,5-a]pyrazine-7(1H)-carboxylate